ethyl (S)-5-(3-(3-((tert-butyldiphenylsilyl) oxy)-2,2-dimethylpropyl)-2-(2-(1-methoxyethyl) pyridin-3-yl)-1-(2,2,2-trifluoroethyl)-1H-indol-5-yl)-1,2,4-thiadiazole-3-carboxylate [Si](C1=CC=CC=C1)(C1=CC=CC=C1)(C(C)(C)C)OCC(CC1=C(N(C2=CC=C(C=C12)C1=NC(=NS1)C(=O)OCC)CC(F)(F)F)C=1C(=NC=CC1)[C@H](C)OC)(C)C